C(C1=CC=CC=C1)NC1=NC(=C(C(=O)NC2=CC(=CC=C2)S(NC(C)(C)C)(=O)=O)C=C1)N1CCC2(CC2)CC1 6-(benzylamino)-N-(3-(N-(tert-butyl)sulfamoyl)phenyl)-2-(6-azaspiro[2.5]octan-6-yl)nicotinamide